4-(isobutylamino)-4-oxobutanoic acid C(C(C)C)NC(CCC(=O)O)=O